ClC=1C(=NC=CC1SC=1C=2N(C(=NC1C)N1CCC3(CC1)[C@@H](C1=CC=CC=C1C3)N)C=CN2)NC2CC2 (S)-1'-(8-((3-chloro-2-(cyclopropylamino)pyridin-4-yl)thio)-7-methylimidazo[1,2-c]pyrimidin-5-yl)-1,3-dihydrospiro[indene-2,4'-piperidine]-1-amine